N[C@@]1(C(CCCC1)=O)C1=CC(=CC=C1)F (R)-2-amino-2-(3-fluorophenyl)cyclohexan-1-one